6-(4-(hydroxymethyl)-3-methyl-2-oxo-2,3-dihydro-1H-imidazol-1-yl)-4-methylpyridine-3-carbonitrile OCC=1N(C(N(C1)C1=CC(=C(C=N1)C#N)C)=O)C